N,N'-bis-(3-hydroxypropyl)homopiperazine OCCCN1CCN(CCC1)CCCO